C(=O)(OC(C)(C)C)NC1=CC=C(C=C1)N=C=S N-Boc-4-isothiocyanatoaniline